C1(=CC=CC=C1)C=1SCCSC1 2,3-dihydro-5-phenyl-1,4-dithiine